1-hydroxy-1,2,4-triazole ON1N=CN=C1